C(C)(C)(C)C1=C(C(=C(C=C1)[Pd-2]C1=C(C(=C(C=C1)C(C)(C)C)C(C)(C)C)C(C)(C)C)C(C)(C)C)C(C)(C)C bis(tris-tert-butylphenyl)palladium (0)